Tert-butyl (1-(2-aminopyridin-3-yl)-4-methylpiperidin-4-yl)carbamate NC1=NC=CC=C1N1CCC(CC1)(C)NC(OC(C)(C)C)=O